1-allyl-3-butylimidazolium C(C=C)N1C=[N+](C=C1)CCCC